isopropyltrimethylolpropane triacrylate C(C=C)(=O)O.C(C=C)(=O)O.C(C=C)(=O)O.C(C)(C)C(C(CO)(CO)CO)C